COC=1N=C(C(=NC1)C#N)NC1=CC=C(C=C1)C(F)(F)F 5-methoxy-3-[4-(trifluoromethyl)anilino]pyrazine-2-carbonitrile